(S)-2-[(2,6-dichlorobenzoyl)amino]succinic acid ClC1=C(C(=O)N[C@H](C(=O)O)CC(=O)O)C(=CC=C1)Cl